5'-(1-(4-amino-1,3-dihydrofuro[3,4-c][1,7]naphthyridine-8-carbonyl)-5-methylpiperidin-2-yl)-7'-chlorospiro[cyclopropane-1,3'-indolin]-2'-one NC1=NC=2C=NC(=CC2C2=C1COC2)C(=O)N2C(CCC(C2)C)C=2C=C1C3(C(NC1=C(C2)Cl)=O)CC3